CN1C(=NC2=C(C=C(C=C2C1=O)C)C(C)(C)NC1=C(C(=O)OC)C=C(C=C1)F)C1CCOCC1 methyl 2-[[1-(3,6-dimethyl-4-oxo-2-tetrahydropyran-4-yl-quinazolin-8-yl)-1-methyl-ethyl]amino]-5-fluoro-benzoate